(1S,2R)-N-(3-(4-cyclopropoxy-2-methoxypyridin-3-yl)-1H-pyrrolo[2,3-b]pyridin-6-yl)-2-(2-(dimethylamino)ethyl)cyclopropane-1-carboxamide C1(CC1)OC1=C(C(=NC=C1)OC)C1=CNC2=NC(=CC=C21)NC(=O)[C@@H]2[C@H](C2)CCN(C)C